FC1=C(C=C(C(=C1)[N+](=O)[O-])F)N1[C@@H](CN(CC1)C(=O)OC(C)(C)C)CO tert-butyl (S)-4-(2,5-difluoro-4-nitrophenyl)-3-(hydroxymethyl)piperazine-1-carboxylate